FC=1C=CC(=NC1)NC(CN1C=2N(C3=C(C1=O)C=CC(=N3)C(F)(F)F)N=C(C2)N2CCOCC2)=O N-(5-Fluoropyridin-2-yl)-2-(2-morpholino-5-oxo-8-(trifluoromethyl)pyrazolo[1,5-a]pyrido[3,2-e]pyrimidin-4(5H)-yl)acetamide